FC(CC1=CC=C2C=NCN(C2=C1)N1CC2(C1)CCN(CC2)C(=O)OC(C)(C)C)(F)F tert-butyl 2-[7-(2,2,2-trifluoroethyl) quinazolin-1-yl]-2,7-diazaspiro[3.5]nonane-7-carboxylate